FC1=C(C=CC=C1C1NCCC2=C1N=C(N2)C2=C(C=CC(=C2)OC=2C(=C1C=CN(C1=CC2F)S(=O)(=O)C2=CC=C(C=C2)C)S(=O)(=O)C)F)CCC(=O)OCC ethyl 3-[2-fluoro-3-[2-[2-fluoro-5-[6-fluoro-4-methylsulfonyl 1-(p-tolylsulfonyl)indol-5-yl]oxy-phenyl]-4,5,6,7-tetrahydro-1H-imidazo[4,5-c]pyridin-4-yl]phenyl]propanoate